(3-(trifluoromethyl)-1H-pyrazol-5-yl)acetic acid ethyl ester C(C)OC(CC1=CC(=NN1)C(F)(F)F)=O